N-(5-((5-chloro-4-((3-methyl-2-(N-methylacetamido)phenyl)amino)pyrimidin-2-yl)amino)-2-((2-(dimethylamino)ethyl)(methyl)amino)-4-methoxyphenyl)acrylamide ClC=1C(=NC(=NC1)NC=1C(=CC(=C(C1)NC(C=C)=O)N(C)CCN(C)C)OC)NC1=C(C(=CC=C1)C)N(C(C)=O)C